N-(2-ethoxyethyl)-2-pyrrolidone C(C)OCCN1C(CCC1)=O